FC=1C=C(C=CC1N1CCN(CC1)CC#C)N1C(=NC=2C1=NC=CC2)C 3-(3-fluoro-4-(4-(prop-2-yn-1-yl)piperazin-1-yl)phenyl)-2-methyl-3H-imidazo[4,5-b]pyridin